ClC=1C=CC=C2C=C(NC12)C(=O)N1C[Si](C[C@H]1C(=O)N[C@@H](C[C@H]1C(NCC1)=O)C#N)(C)C (R)-1-(7-Chloro-1H-indole-2-carbonyl)-N-((S)-1-cyano-2-((S)-2-oxopyrrolidin-3-yl)ethyl)-3,3-dimethyl-1,3-azasilolidine-5-carboxamide